C(=S)(SCCCC)SC(C)C1=CC=CC=C1 butyl (1-phenylethyl) carbonotrithioate